C(C\C=C\CCCCCCCC\C=C/CCCC)C(OCCCC)OC(CC\C=C\CCCCCCCC\C=C/CCCC)OCCCC (3E,13Z)-3,13-octadecadienylbutyloxymethyl ether